N-((6-(morpholino-d8)pyridin-2-yl)sulfonyl)cyclopropane-1-carboxamide O1C(C(N(C(C1([2H])[2H])([2H])[2H])C1=CC=CC(=N1)S(=O)(=O)NC(=O)C1CC1)([2H])[2H])([2H])[2H]